propane-2-d-1,2-diol C(C(C)(O)[2H])O